CC1=CC2=C(N=C(S2)NC(CBr)=O)C=C1 N-(6-methylbenzothiazolyl)-2-bromoacetamide